4,5-dichloro-2-methoxyphenol ClC1=CC(=C(C=C1Cl)O)OC